C(CC)(=O)OC=1C(=CC=2C3CC[C@@]4([C@H](CCC4C3CCC2C1)O)C)OC (13S,17S)-17-hydroxy-2-methoxy-13-methyl-7,8,9,11,12,13,14,15,16,17-decahydro-6H-cyclopenta[a]phenanthren-3-yl propionate